IC#CC=O 3-iodopropiolaldehyde